C(C(=C)C)(=O)OCCC[Si](O[Si](C)(C)C)(O[Si](C)(C)C)O[Si](C)(C)C 3-methacryloxypropyl-TRIS(trimethylsiloxy)silane